C(C)(C)(C)OC(=O)N1C[C@@H](CCC1)NC=1N=NC(=C(N1)N(C)C)C1=C(C=C(C=C1)C#C)OCOCC (R)-3-((5-(dimethylamino)-6-(2-(ethoxymethoxy)-4-ethynylphenyl)-1,2,4-triazin-3-yl)amino)piperidine-1-carboxylic acid tert-butyl ester